1'-(7-(8-ethyl-7-fluoro-3-hydroxynaphthalen-1-yl)-8-fluoro-2-(((2R,7aS)-2-fluorotetrahydro-1H-pyrrolizin-7a(5H)-yl)methoxy)pyrido[4,3-d]pyrimidin-4-yl)-[1,3'-bipyrrolidine]-2,5-dione C(C)C=1C(=CC=C2C=C(C=C(C12)C1=C(C=2N=C(N=C(C2C=N1)N1CC(CC1)N1C(CCC1=O)=O)OC[C@]12CCCN2C[C@@H](C1)F)F)O)F